(6S)-6-amino-4-methyl-7,8-dihydro-6H-pyrazolo[1,5-a][1,3]diazepin-5-one N[C@@H]1C(N(C=2N(CC1)N=CC2)C)=O